C(C1=CC=CC=C1)N[C@@H](CS)C(=O)O (benzyl)-L-cysteine